5-(azetidin-3-ylamino)-N-((R)-1-(3-(5-((((1R,3S)-3-hydroxycyclopentyl)amino)methyl)thiophen-2-yl)phenyl)ethyl)-2-methylbenzamide N1CC(C1)NC=1C=CC(=C(C(=O)N[C@H](C)C2=CC(=CC=C2)C=2SC(=CC2)CN[C@H]2C[C@H](CC2)O)C1)C